BrC=1C=C2C(=CNC2=C(C1)C(C)C)C(=O)NC 5-bromo-7-isopropyl-N-methyl-1H-indole-3-carboxamide